C(N)(=O)C1=CC=C(C(=C1C1=CC(=CC=C1C(F)(F)F)C(CNC1CCC(CC1)NC(OC(C)(C)C)=O)C1=CC=CC=C1)F)OCCOC tert-butyl ((1r,4r)-4-((2-(6'-carbamoyl-2'-fluoro-3'-(2-methoxyethoxy)-6-(trifluoromethyl)-[1,1'-biphenyl]-3-yl)-2-phenylethyl)amino)cyclohexyl)carbamate